FC1=CC=C2C=C(C=C(C2=C1C#C[Si](C(C)C)(C(C)C)C(C)C)O)OCOC 7-fluoro-3-(methoxymethyloxy)-8-(2-triisopropylsilylethynyl)naphthalen-1-ol